Boc-3-bromo-L-phenylalanine C(=O)(OC(C)(C)C)N[C@@H](CC1=CC(=CC=C1)Br)C(=O)O